1-(6-o-methylbenzoyl-9-ethylcarbazol-3-yl)-(3-cyclopentyl)-propane-1,2-dione-2-oxime benzoate C(C1=CC=CC=C1)(=O)O.CC1=C(C(=O)C=2C=C3C=4C=C(C=CC4N(C3=CC2)CC)C(C(CC2CCCC2)=NO)=O)C=CC=C1